O=C(CC(C(=O)O)=O)C 4-oxoOxovaleric acid